BrC1=CN(C2=CC=C(C=C12)C#N)S(=O)(=O)C1=CC=C(C=C1)C 3-bromo-1-(p-tolylsulfonyl)indole-5-carbonitrile